C(C)N1CCN(CC1)C=1C=C(C=CC1C)NC1=NC=CC(=N1)C=1C=C2C(CN=CC2=CC1)(C)C 6-(2-((3-(4-Ethylpiperazin-1-yl)-4-methylphenyl)amino)pyrimidin-4-yl)-4,4-dimethyl-3,4-Dihydroisoquinolin